3-(4-Hydroxyphenyl)-2,8-dimethylquinazolin-4(3H)-one OC1=CC=C(C=C1)N1C(=NC2=C(C=CC=C2C1=O)C)C